((1R,3S,5R)-2-(2-(3-acetyl-7-methyl-5-(2-methylpyrimidin-5-yl)-1H-indazol-1-yl)acetyl)-5-methyl-2-azabicyclo[3.1.0]hexane-3-carbonyl)-D-phenylalanine C(C)(=O)C1=NN(C2=C(C=C(C=C12)C=1C=NC(=NC1)C)C)CC(=O)N1[C@@H]2C[C@@]2(C[C@H]1C(=O)N[C@H](CC1=CC=CC=C1)C(=O)O)C